5-((5-(2-((1r,3r)-3-aminocyclobutoxy)-6-(cyclopropylmethoxy)phenyl)-1H-pyrazol-3-yl)amino)pyrazine-2-carbonitrile NC1CC(C1)OC1=C(C(=CC=C1)OCC1CC1)C1=CC(=NN1)NC=1N=CC(=NC1)C#N